7'-(5-Methyl-1H-indazol-4-yl)-2'-oxo-1',4'-dihydro-2'H-spiro[pyrrolidine-3,3'-quinoline]-1-carbonitrile CC=1C(=C2C=NNC2=CC1)C1=CC=C2CC3(C(NC2=C1)=O)CN(CC3)C#N